C(#N)CN(C(=O)C=1C=C(C=2N(C1)C(=CN2)C=2C=CC(=NC2)NC(OC)=O)C)C2=CC(=C(C=C2)F)OC methyl N-[5-[6-[cyanomethyl-(4-fluoro-3-methoxy-phenyl) carbamoyl]-8-methyl-imidazo[1,2-a]pyridin-3-yl]-2-pyridyl]carbamate